C(#N)[C@H](C(=O)N1CC2(CC2)[C@@H]([C@@H]1CC=1C(=C(C=CC1)C1=CC(=CC(=C1)F)F)F)NS(=O)(=O)CF)C N-((6S,7S)-5-((R)-2-cyanopropanoyl)-6-((2,3',5'-trifluoro-[1,1'-biphenyl]-3-yl)methyl)-5-azaspiro[2.4]heptan-7-yl)-1-fluoromethanesulfonamide